7-chloro-5-trifluoromethylthio-2,3-dihydro-1H-inden-4-amine ClC1=CC(=C(C=2CCCC12)N)SC(F)(F)F